tert-butyl (R)-((5-(5-chloro-4-(trifluoromethyl)-2-(4-(trifluoromethyl)piperidin-1-yl)benzamido)-2-fluorophenyl)(methyl)(oxo)-λ6-sulfaneylidene)carbamate ClC=1C(=CC(=C(C(=O)NC=2C=CC(=C(C2)[S@](=O)(C)=NC(OC(C)(C)C)=O)F)C1)N1CCC(CC1)C(F)(F)F)C(F)(F)F